2-(3-methoxybenzoyl)isoindoline COC=1C=C(C(=O)N2CC3=CC=CC=C3C2)C=CC1